C[C@]12[C@H](OB(O1)CCCC1C3NCCC1(N(C3)C(=O)OC(C)(C)C)C(=O)OC)C[C@H]3C([C@@H]2C3)(C)C 6-(tert-butyl) 5-methyl 8-(3-((3aS,4S,6S,7aR)-3a,5,5-trimethylhexahydro-4,6-methanobenzo[d][1,3,2]dioxaborol-2-yl)propyl)-2,6-diazabicyclo[3.2.1]octane-5,6-dicarboxylate